bis(tert-butyloxycarbonyl)-4-bromo-2-nitroaniline C(C)(C)(C)OC(=O)N(C1=C(C=C(C=C1)Br)[N+](=O)[O-])C(=O)OC(C)(C)C